2-chloro-9-phenyl-6-(pyridin-4-yloxy)-9H-purine ClC1=NC(=C2N=CN(C2=N1)C1=CC=CC=C1)OC1=CC=NC=C1